2-[[3-(2,3-dichlorophenoxy)propyl]amino]ethanol ClC1=C(OCCCNCCO)C=CC=C1Cl